FC1=C(C=CC(=C1)F)C1=C(C(=CN1S(=O)(=O)C1=CC(=CC=C1)F)CNC)OC 1-(5-(2,4-difluorophenyl)-1-((3-fluorophenyl)sulfonyl)-4-methoxy-1H-pyrrole-3-yl)-N-methyl-methylamine